Ethyl 4,6-dimethoxybenzofuran-2-carboxylate COC1=CC(=CC2=C1C=C(O2)C(=O)OCC)OC